NC1=CC=C(C=C1)C(\C=C\C1=C(C=C(C=C1)OC)OC)=O (E)-1-(4-aminophenyl)-3-(2,4-dimethoxyphenyl)prop-2-en-1-one